BrC1=CC=C(OP(=O)(OC2=CC=C(C=C2)[N+](=O)[O-])N[C@@H](C)C(=O)OC)C=C1 methyl ((4-bromophenoxy)(4-nitrophenoxy)phosphoryl)-L-alaninate